5-(2-amino-[1,2,4]triazolo[1,5-a]pyridin-7-yl)-N-(2-(cyclopentylmethoxy)benzyl)-2-methylnicotinamide NC1=NN2C(C=C(C=C2)C=2C=NC(=C(C(=O)NCC3=C(C=CC=C3)OCC3CCCC3)C2)C)=N1